manganese oxide vanadium [V+5].[O-2].[Mn+2]